BrC1=CC(=CC2=C1N=C(S2)C)C(=O)N2C[C@@H]1C([C@@H]1C2)OC2=NC(=CC(=C2)C(C)(C)NC(OCC2=CC=CC=C2)=O)C2=CC=C(C=C2)F benzyl (2-(2-(((1R,5S,6s)-3-(4-bromo-2-methylbenzo[d]thiazole-6-carbonyl)-3-azabicyclo[3.1.0]hexan-6-yl)oxy)-6-(4-fluorophenyl)pyridin-4-yl)propan-2-yl)carbamate